NC1=NC=2C=CC(=CC2C2=C1C(OC2)C)C(=O)N(C2CCCC1=C2SC(=C1)C=1C=NN(C1)C)C 4-amino-N,3-dimethyl-N-(2-(1-methyl-1H-pyrazol-4-yl)-4,5,6,7-tetrahydrobenzo[b]thiophen-7-yl)-1,3-dihydrofuro[3,4-c]quinoline-8-carboxamide